C1(CC1)S(=O)(=O)N1N=CC(=C1)C1=NC=CC(=N1)NC1=NC=C(C(=C1)N1CCC(CC1)CNS(=O)=O)C#CC=1C=NN(C1)C N-(1-(2-((2-(1-(cyclopropylsulfonyl)-1H-pyrazol-4-yl)pyrimidin-4-yl)amino)-5-((1-methyl-1H-pyrazol-4-yl)ethynyl)pyridin-4-yl)piperidin-4-yl)methylsulfonamide